C(#N)C1=CC=CC(=N1)C1CN(C1)C(=O)[C@@H]1CC[C@H]2N1C([C@H](CCC2)NC(=O)C2=CC1=C(S2)C=CC(=C1)C(F)(F)P(O)(O)=O)=O ((2-(((3S,6S,9aS)-3-(3-(6-cyanopyridin-2-yl)azetidine-1-carbonyl)-5-oxooctahydro-1H-pyrrolo[1,2-a]azepin-6-yl)carbamoyl)benzo[b]thiophen-5-yl)difluoromethyl)phosphonic acid